FC1=C(C(=CC=C1)F)[C@@H]1CC(=NO1)C=1N=CSC1 4-[(5S)-5-(2,6-Difluorophenyl)-4,5-dihydro-1,2-oxazol-3-yl]-1,3-thiazol